BrC=1C=C(SC1)C(CN(C(OC(C)(C)C)=O)C1CCC(CC1)NC(=O)OC(C)(C)C)C1=CC=CC=C1 tert-butyl (2-(4-bromothiophen-2-yl)-2-phenylethyl)((1r,4r)-4-((tert-butoxycarbonyl)amino)cyclohexyl)carbamate